N-(2-(3-(2-((1,5-dimethyl-1H-pyrazol-3-yl)amino)-5-methylpyrimidin-4-yl)-1H-indol-7-yl)-1-oxoisoindolin-4-yl)benzenesulfonamide CN1N=C(C=C1C)NC1=NC=C(C(=N1)C1=CNC2=C(C=CC=C12)N1C(C2=CC=CC(=C2C1)NS(=O)(=O)C1=CC=CC=C1)=O)C